[N+](=O)([O-])C1=C(C)C=CC=C1 ortho-Nitrotoluene